FC(CCC1CN(C1)C)(F)C=1C(=C(C=CC1)[C@@H](C)NC=1C2=C(N=C(N1)C)N=C(C(=C2)C2(CC2)C#N)OC)F (R)-1-(4-((1-(3-(1,1-difluoro-3-(1-methylazetidin-3-yl)propyl)-2-fluorophenyl)ethyl)amino)-7-methoxy-2-methylpyrido[2,3-d]pyrimidin-6-yl)cyclopropane-1-carbonitrile